(R)- or (S)-N-((4-(4-cyclopropylphenyl)-4,5,6,7-tetrahydropyrazolo[1,5-a]pyrimidin-6-yl)methyl)acrylamide C1(CC1)C1=CC=C(C=C1)N1C=2N(C[C@@H](C1)CNC(C=C)=O)N=CC2 |o1:13|